(3,3-difluoro-3-(2-((4-methoxybenzyl)oxy)ethoxy)prop-1-yn-1-yl)triisopropylsilane FC(C#C[Si](C(C)C)(C(C)C)C(C)C)(OCCOCC1=CC=C(C=C1)OC)F